FC=1C=NC(=NC1)[C@]12CC[C@@H](C[C@@H]2C1)OC[C@@H]1N([C@@H](C[C@@H]1NS(=O)(=O)C)C)C(=O)OCC1=CC=CC=C1 benzyl (2R,3S,5R)-2-((((1S,3S,6R)-6-(5-fluoropyrimidin-2-yl)bicyclo[4.1.0]heptan-3-yl)oxy)methyl)-5-methyl-3-(methylsulfonamido)pyrrolidine-1-carboxylate